[3-(tert-butylsulfamoyl)-4-[2-[4-(isopropoxycarbonylamino)cyclohexyl]thiazol-5-yl]phenyl]carbamate C(C)(C)(C)NS(=O)(=O)C=1C=C(C=CC1C1=CN=C(S1)C1CCC(CC1)NC(=O)OC(C)C)NC([O-])=O